N1=C(C=NC=C1)[C@@H]1CC[C@H]2OC3(C(N21)=O)CC(C3)OC=3C=NC=CC3 (5'S,7a'R)-5'-(pyrazin-2-yl)-3-(pyridin-3-yloxy)tetrahydro-3'H-spiro[cyclobutane-1,2'-pyrrolo[2,1-b]oxazol]-3'-one